3-ethyl-4-chloro-tetrahydropyran C(C)C1COCCC1Cl